C(C1=CC=CC=C1)OC1=C2C=CC(OC2=CC(=C1)OCC1=CC=CC=C1)C1=C(C=C(C(=C1)OCC1=CC=CC=C1)OCC1=CC=CC=C1)C 5,7-bis(benzyloxy)-2-(4,5-bis(benzyloxy)-2-methylphenyl)-2H-chromene